CN1N=CC(=C1)C=1N=CC=NC1 5-(1-methyl-1H-pyrazol-4-yl)pyrazine